C(C)(=O)N1CCN(CCC1)C1=NC=CC(=N1)NC1=C(C=CC=C1)S(=O)(=O)C 2-(4-acetyl-1,4-diazepan-1-yl)-4-((2-(methylsulfonyl)phenyl)amino)pyrimidine